(4-amino-7-chloroimidazo[1,5-a]quinoxalin-8-yl)(2-(4-fluorophenyl)pyrrolidin-1-yl)methanone NC=1C=2N(C3=CC(=C(C=C3N1)Cl)C(=O)N1C(CCC1)C1=CC=C(C=C1)F)C=NC2